C(C)[C@]12CC\C=C/CC[C@H]2[C@@H]1C(=O)O ethyl-(1R,8S,9s,Z)-bicyclo[6.1.0]non-4-ene-9-carboxylic acid